OC=1C=C(C=CC1)NC(=O)C1=CC=CC2=CC(=CC=C12)B1OC(C(O1)(C)C)(C)C N-(3-hydroxyphenyl)-6-(4,4,5,5-tetramethyl-1,3,2-dioxaborolan-2-yl)-1-naphthalenecarboxamide